C(C)(=O)N1\C(\C(C2=CC=CC=C12)=O)=C/C1=NC2=CC=C(C=C2C(=C1)C=1C=NN(C1)C)CNC1CCOCC1 (Z)-1-acetyl-2-((4-(1-methyl-1H-pyrazol-4-yl)-6-(((tetrahydro-2H-pyran-4-yl)amino)-methyl)quinolin-2-yl)methylene)-indolin-3-one